OC=1C=C(C=CC1)C1=CC=C(C=C1)C(=O)N1C[C@H](N(CC1)C(=O)OC(C)(C)C)C tert-butyl (R)-4-(3'-hydroxy-[1,1'-biphenyl]-4-carbonyl)-2-methylpiperazine-1-carboxylate